ClC1=CC=C(CN(S(=O)(=O)C2=C(C(=C(C(=C2F)F)F)F)F)CC(=O)N(CC2=CC(=CC(=C2)O)OCC2CC2)C2=CC(=C(C(=O)O)C=C2)O)C=C1 4-(2-(N-(4-chlorobenzyl)-(2,3,4,5,6-pentafluorophenyl)sulfonamido)-N-(3-(cyclopropylmethoxy)-5-hydroxybenzyl)acetamido)-2-hydroxybenzoic acid